C1(=CC=CC=C1)C1NCCC2=CC(=CC=C12)O Phenyl-1,2,3,4-Tetrahydro-Isoquinolin-6-Ol